C(C1=CC=CC=C1)O[C@@H]1[C@H](C(C1)=O)C |r| (±)-(2R,3S)-3-benzyloxy-2-methyl-cyclobutanone